ethyl ((S)-2-(3-(benzyloxy)phenyl)-2-cyclopropylethyl)(methyl)phosphinate C(C1=CC=CC=C1)OC=1C=C(C=CC1)[C@@H](CP(OCC)(=O)C)C1CC1